(2R)-2-({2-methyl-5-[(4-methyl-1,3-thiazol-5-yl)methoxy]-1-benzothiophen-3-yl}formamido)propanamide CC=1SC2=C(C1C(=O)N[C@@H](C(=O)N)C)C=C(C=C2)OCC2=C(N=CS2)C